2-(2-quinolinylmethyl)-2-(2-thienyl)indolin-3-one N1=C(C=CC2=CC=CC=C12)CC1(NC2=CC=CC=C2C1=O)C=1SC=CC1